COC1=CC2=C(SC(=C2)C(=O)NCCC(=O)O)C=C1OC 3-(5,6-dimethoxybenzo[b]thiophene-2-carboxamido)propionic acid